(S)-N-((S)-(4-cyanothiophen-2-yl)(phenyl)methyl)-2-methylpropan-2-sulfinamide C(#N)C=1C=C(SC1)[C@@H](N[S@@](=O)C(C)(C)C)C1=CC=CC=C1